COC(C1=CC(=C(C=C1)[N+](=O)[O-])OCC(=C)C)=O.ClC1=C(C=C(C(=C1)F)[N+](=O)[O-])C(Cl)(Cl)Cl 2-chloro-4-fluoro-5-nitrotrichloromethyl-benzene methyl-3-((2-methylpropan-2-enyl)oxy)-4-nitrobenzoate